spiro[3.3]heptanoic acid C1(CCC12CCC2)C(=O)O